(3S,4S) or (3R,4R)-3-[(4-fluorophenoxy)methyl]-4-methyl-2-[2-methyl-5-(pyrimidin-2-yl)-1,3-thiazole-4-carbonyl]-2-azabicyclo[3.1.1]heptane FC1=CC=C(OC[C@H]2N(C3CC([C@@H]2C)C3)C(=O)C=3N=C(SC3C3=NC=CC=N3)C)C=C1 |o1:7,12|